N1CC(CCC1)NC1=NC=C(C(=N1)C=1N=NNN1)C(F)(F)F N-(piperidin-3-yl)-4-(2H-1,2,3,4-tetrazol-5-yl)-5-(trifluoromethyl)pyrimidin-2-amine